decyl-phenyl-dimethyl-ammonium chloride [Cl-].C(CCCCCCCCC)[N+](C)(C)C1=CC=CC=C1